(R)-3-(1-(benzyloxy)ethyl)-N-((3-methylpyrazin-2-yl)methyl)-1,2,4-thiadiazole-5-Carboxamide C(C1=CC=CC=C1)O[C@H](C)C1=NSC(=N1)C(=O)NCC1=NC=CN=C1C